ClC=1C(=CC(=NC1)C(C)O)OCC 1-(5-chloro-4-ethoxypyridin-2-yl)ethan-1-ol